NCC1(CCN(CC1)C(=O)OCCCC)NC butyl 4-(aminomethyl)-4-(methylamino)piperidine-1-carboxylate